sodium monoallylsulfate C(C=C)OS(=O)(=O)[O-].[Na+]